5-(4'-phenylbutyl)norbornene C1(=CC=CC=C1)CCCCC1C2C=CC(C1)C2